(S)-5,6-dichloro-1'-(2-(hydroxymethyl)isonicotinoyl)spiro[indoline-3,3'-pyrrolidin]-2-one ClC=1C=C2C(=CC1Cl)NC([C@]21CN(CC1)C(C1=CC(=NC=C1)CO)=O)=O